1-methyl-5-(1-methyl-1H-pyrazol-5-yl)-7-(trifluoromethyl)-1,5-dihydro-4H-imidazo[4,5-c][1,8]naphthyridin CN1C=NC=2CN(C=3N=C(C=CC3C21)C(F)(F)F)C2=CC=NN2C